O1CC(C1)OC(=O)N1CC2(C1)CC(C2)OC2=CC(=C1C(=N2)C(=CS1)C(NC)=O)C(F)(F)F 6-((3-(methylcarbamoyl)-7-(trifluoromethyl)thieno[3,2-b]pyridin-5-yl)oxy)-2-azaspiro[3.3]heptane-2-carboxylic acid oxetan-3-yl ester